3-(4-((2-aminoethyl)amino)-1-oxoisoindolin-2-yl)piperidine-2,6-dione NCCNC1=C2CN(C(C2=CC=C1)=O)C1C(NC(CC1)=O)=O